phenyl-bis(2,4,6-trimethyl-benzoyl)phosphorus oxide C1(=CC=CC=C1)P(C(C1=C(C=C(C=C1C)C)C)=O)(C(C1=C(C=C(C=C1C)C)C)=O)=O